3-(1-(4-amino-5-methoxy-2-(2-methoxyethyl)phenyl)piperidin-4-yl)-1,3-oxazepin-2-one NC1=CC(=C(C=C1OC)N1CCC(CC1)N1C(OC=CC=C1)=O)CCOC